3-((1S,4S)-2-oxa-5-azabicyclo[2.2.1]heptane-5-carbonyl)-5-(5-methylthiazol-2-yl)-N-((R)-1-(2-(trifluoromethyl)pyrimidin-5-yl)ethyl)benzamide [C@@H]12OC[C@@H](N(C1)C(=O)C=1C=C(C(=O)N[C@H](C)C=3C=NC(=NC3)C(F)(F)F)C=C(C1)C=1SC(=CN1)C)C2